(S)-7-OXA-2-AZA-SPIRO[4.5]DECANE-2-CARBOXYLIC ACID [7-(3,6-DIHYDRO-2H-PYRAN-4-YL)-4-METHOXY-THIAZOLO[4,5-C]PYRIDIN-2-YL]-AMIDE O1CCC(=CC1)C=1C2=C(C(=NC1)OC)N=C(S2)NC(=O)N2C[C@]1(CC2)COCCC1